CC1=C(SC=2N(C(N(C(C21)=O)CCC2=NN=NN2)=O)CCC2=CC=CC=C2)C(=O)OCC ethyl 5-methyl-2,4-dioxo-1-(2-phenylethyl)-3-[2-(1H-1,2,3,4-tetrazol-5-yl) ethyl]-1H,2H,3H,4H-thieno[2,3-d]pyrimidine-6-carboxylate